C(C)(C)(C)OC(=O)N1[C@@H](CC(C1)(F)F)CO (S)-4,4-difluoro-2-(hydroxymethyl)-pyrrolidine-1-carboxylic acid tert-butyl ester